N1C(=CC2=CC=CC=C12)C(=O)O (1H)-indole-2-carboxylic acid